C1(CCCC1)N1N=C(C=C1C1=C(C=CC=C1OC)OC)C(=O)N[C@H](CC(=O)NC1=NN=NN1)CCN1CCCCC1 (3S)-3-{[1-cyclopentyl-5-(2,6-dimethoxyphenyl)-1H-pyrazol-3-yl]formamido}-5-(piperidin-1-yl)-N-(1H-1,2,3,4-tetrazol-5-yl)pentanamide